OC1CC(C1)(C1=NN=CN1C)C=1C=C(C=CC1)N1C(C2=CC(=CC(=C2C1)C(F)(F)F)CN1C[C@H](CCC1)C)=O 2-(3-((1s,3R)-3-hydroxy-1-(4-methyl-4H-1,2,4-triazol-3-yl)cyclobutyl)phenyl)-6-(((S)-3-methylpiperidin-1-yl)methyl)-4-(trifluoromethyl)isoindolin-1-one